C(CCC)NC(=O)C(=O)NC1C(COCC1)O butyl-N'-(3-hydroxytetrahydropyran-4-yl)oxamide